Di(trimethylolpropan) Tetra-Acrylat C(C=C)(=O)O.C(C=C)(=O)O.C(C=C)(=O)O.C(C=C)(=O)O.C(O)C(CC)(CO)CO.C(O)C(CC)(CO)CO